C1(CCCC1)C1=C(C(NC(=N1)C1=CN=CN1CC)=O)I 6-cyclopentyl-2-(1-ethyl-1H-imidazol-5-yl)-5-iodo-4(3H)-pyrimidinone